NCC=1C=C(C=CC1)N1N=C(C=C1C(=O)NC1=CC(=CC=C1)C(C1=CC=C(C=C1)S(N)(=O)=O)NCC1CC1)C(F)(F)F 1-(3-(aminomethyl)phenyl)-N-(3-((cyclopropylmethylamino)(4-sulfamoylphenyl)methyl)phenyl)-3-(trifluoromethyl)-1H-pyrazole-5-carboxamide